(2-(dimethylamino)ethyl)-2-(4-fluorophenyl)-5-(2-nitrophenyl)Azole-4-carboxamide CN(CCC1=C(NC(=C1C(=O)N)C1=C(C=CC=C1)[N+](=O)[O-])C1=CC=C(C=C1)F)C